C(#C)C1=NC2=CC(=CC(=C2C=C1C1=CC=C(C=C1)F)C(C)O)C 1-(2-ethynyl-3-(4-fluorophenyl)-7-methylquinolin-5-yl)ethan-1-ol